7-cyclopropyl-6-oxo-5,6-dihydro-1,5-naphthyridin C1(CC1)C=1C(NC=2C=CC=NC2C1)=O